tert-butyl (3S,4R)-4-fluoro-1-(6-fluoro-5-(trifluoromethoxy)-1H-indole-2-carbonyl)piperidin-3-ylcarbamate F[C@H]1[C@H](CN(CC1)C(=O)C=1NC2=CC(=C(C=C2C1)OC(F)(F)F)F)NC(OC(C)(C)C)=O